CNC1=NC(=NC=C1C(F)(F)F)NC1=C2C=NN(C2=C(C=C1)C(F)(F)F)CC#N 2-(4-((4-(methylamino)-5-(trifluoromethyl)pyrimidin-2-yl)amino)-7-(trifluoromethyl)-1H-indazol-1-yl)acetonitrile